NC=1NC(C=2N(C(N(C2N1)[C@@H]1O[C@@H]([C@@H]([C@H]1O)O)CO)=O)C\C=C\CO)=O 2-amino-9-((2R,3R,4R,5R)-3,4-dihydroxy-5-(hydroxymethyl)tetrahydrofuran-2-yl)-7-((E)-4-hydroxybut-2-en-1-yl)-7,9-dihydro-1H-purine-6,8-dione